2-((2-bromo-5-fluoro-4-methylbenzo[d]thiazol-6-yl)oxy)acetic acid methyl ester COC(COC1=CC2=C(N=C(S2)Br)C(=C1F)C)=O